(R)-5-(1-naphthyl)-4,4-dimethyl-1,3-dioxolane-2-one C1(=CC=CC2=CC=CC=C12)[C@@H]1C(OC(O1)=O)(C)C